ClCCCN(C(/C=C/C(=O)OCC)=O)C1=CC(=C(C=C1)F)C Ethyl (E)-4-((3-chloropropyl) (4-fluoro-3-methylphenyl) amino)-4-oxobut-2-enoate